CC1=NC(=CC(=C1)NC=1C=C2C3=C(C=NC2=CC1)C(C1=C3C=NC(=N1)C(F)(F)F)=O)C 2-((2,6-dimethylpyridine-4-yl)amino)-9-(trifluoromethyl)-7H-pyrimido[5',4':3,4]cyclopenta[1,2-c]quinolin-7-one